FC(C)(F)C1=NC(=CC(=N1)NC1=CC(=NC=C1OCC=1C(=NC=CC1)C)NC(C)=O)C N-(4-((2-(1,1-difluoroethyl)-6-methylpyrimidin-4-yl)amino)-5-((2-methylpyridin-3-yl)methoxy)pyridin-2-yl)acetamide